NO.COC(C=1C(O)=C(C=CC1)CC=C)=O 3-allyl-salicylic acid methyl ester compound with hydroxylamine